2,6-dichloro-N-((1s,3s)-3-(6-((4-(4-((1-(2-(2,6-dioxopiperidin-3-yl)-1,3-dioxoisoindolin-4-yl)piperidin-4-yl)methyl)piperazin-1-yl)phenyl)amino)-9H-purin-9-yl)cyclobutyl)benzamide ClC1=C(C(=O)NC2CC(C2)N2C3=NC=NC(=C3N=C2)NC2=CC=C(C=C2)N2CCN(CC2)CC2CCN(CC2)C2=C3C(N(C(C3=CC=C2)=O)[C@@H]2C(NC(CC2)=O)=O)=O)C(=CC=C1)Cl